ClCN1C(C(=CC2=NC=CC=C12)CC)=O (chloromethyl)-3-ethyl-1,5-naphthyridin-2(1H)-one